COC1=NC=CC=C1C=1N=CC2=C(N1)C(=CN2COCC[Si](C)(C)C)C2(CC2)C2=CC=C(C=C2)C=2N(C=C(N2)C(F)(F)F)C 2-[[2-(2-methoxy-3-pyridyl)-7-[1-[4-[1-methyl-4-(trifluoromethyl)imidazol-2-yl]phenyl]cyclopropyl]pyrrolo[3,2-d]pyrimidin-5-yl]methoxy]ethyl-trimethyl-silane